4-(3-(hydroxymethyl)azetidin-1-yl)piperidine-1-carboxylic acid tert-butyl ester C(C)(C)(C)OC(=O)N1CCC(CC1)N1CC(C1)CO